ClC1=C(C(=O)O)C=CC(=C1)C=1C=C2C=NN(C2=CC1)C1=CC(=C(C=C1)F)O Chloro-4-(1-(4-Fluoro-3-hydroxyphenyl)-1H-indazol-5-yl)benzoic acid